tert-Butyl N-[3-bromo-2-[(2R)-2-(tert-butoxycarbonylamino)-3-(trifluoromethoxy)propyl]-5-chloro-thieno[3,2-b]pyridin-7-yl]-N-(thiazol-2-ylmethyl)carbamate BrC1=C(SC=2C1=NC(=CC2N(C(OC(C)(C)C)=O)CC=2SC=CN2)Cl)C[C@H](COC(F)(F)F)NC(=O)OC(C)(C)C